3-chloro-N,N-dimethyl-propionamide ClCCC(=O)N(C)C